methyl (S)-3-(4'-(13-azido-2,5,8,11-tetraoxatridecyl)-2',6'-dimethoxy-[1,1'-biphenyl]-4-yl)-2-(2,6-difluorobenzamido)propanoate N(=[N+]=[N-])CCOCCOCCOCCOCC1=CC(=C(C(=C1)OC)C1=CC=C(C=C1)C[C@@H](C(=O)OC)NC(C1=C(C=CC=C1F)F)=O)OC